CN(C)CC1CN(CCC1(O)C1=CC(=CC=C1)OC)S(=O)(=O)CCC 3-((dimethylamino)methyl)-4-(3-methoxyphenyl)-1-(propylsulfonyl)piperidin-4-ol